(R)-4-(5-fluoropyridin-2-yl)-N-(pyrrolidin-3-yl)-3,4-dihydroquinoxaline FC=1C=CC(=NC1)N1CCN(C2=CC=CC=C12)[C@H]1CNCC1